1-(2-(3,8-diazabicyclo[3.2.1]oct-8-yl)-5,7-dihydro-6H-pyrrolo[3,4-b]pyridin-6-yl)-2,2-difluoro-2-phenylethan-1-one C12CNCC(CC1)N2C2=CC=C1C(=N2)CN(C1)C(C(C1=CC=CC=C1)(F)F)=O